N1=CC=C(C=C1)C=CC1=CC=NC=C1 1,2-bis(4-pyridyl)-ethylene